CS(=O)(=O)C1=CC=CC2=C1N=C(S2)CNC(=O)C2(CC1=CC=CC=C1C2)CC(=O)O 2-[2-[(4-Methylsulfonyl-1,3-benzothiazol-2-yl)methylcarbamoyl]indan-2-yl]acetic acid